8,8'-(((1S,2R)-2-HYDROXYCYCLOBUTYL)AZANEDIYL)BIS(N,N-DIDECYLOCTANAMIDE) O[C@H]1[C@H](CC1)N(CCCCCCCC(=O)N(CCCCCCCCCC)CCCCCCCCCC)CCCCCCCC(=O)N(CCCCCCCCCC)CCCCCCCCCC